CN1CC(CCCC1)NC(=O)C1=NC(=CC=C1)C=1C=C2C(=CC=NC2=CC1)NC(C=C)=O N-(1-methylazepan-3-yl)-6-[4-(prop-2-enoylamino)-6-quinolyl]pyridine-2-carboxamide